S(=O)(=O)(OCC(CCCCCCCCC)C)[O-] 2-methyl-1-undecyl sulfate